tert-butyl-{4-cyano-6-[(4-fluorophenyl) amino] pyrimidin-2-yl}-5-amino-1H-pyrazole-4-carboxylate C(C)(C)(C)OC(=O)C=1C=NN(C1N)C1=NC(=CC(=N1)C#N)NC1=CC=C(C=C1)F